(2S)-2-cyclopropyl-10-[(2,5-dichloropyrimidin-4-yl)amino]-3,3,9-trifluoro-1,2,4,7-tetrahydro-[1,4]oxazepino[2,3-c]quinolin-6-one C1(CC1)[C@@H]1NC2=C(C(NC=3C=C(C(=CC23)NC2=NC(=NC=C2Cl)Cl)F)=O)OCC1(F)F